ClC1=C(C=C(C(=C1)F)N1N=NN(C1=O)CCCF)NS(=O)(=O)CC N-[2-chloro-4-fluoro-5-[4-(3-fluoropropyl)-4,5-dihydro-5-oxo-1H-tetrazol-1-yl]-phenyl]-ethanesulfonamide